C(C)(C)(C)OC(=O)N1[C@@H](CN([C@H](C1)C)C(=O)Cl)C (2R,5S)-4-(chlorocarbonyl)-2,5-dimethylpiperazine-1-carboxylic acid tert-butyl ester